(((3S,5R)-1-(2-(6-(difluoromethyl)imidazo[1,2-a]pyridin-3-yl)pyrimidin-4-yl)-5-methylpiperidin-3-yl)imino)dimethyl-λ6-sulfanone FC(C=1C=CC=2N(C1)C(=CN2)C2=NC=CC(=N2)N2C[C@H](C[C@H](C2)C)N=S(=O)(C)C)F